4-[8-fluoro-5-(4-fluoro-3-methoxy-phenyl)-6-(1-hydroxy-1-methyl-ethyl)-1H-pyrrolo[2,3-f]indazol-7-yl]cyclohexanecarboxylate FC=1C2=C(C=C3C=NNC13)N(C(=C2C2CCC(CC2)C(=O)[O-])C(C)(C)O)C2=CC(=C(C=C2)F)OC